2-[6-amino-5-(trifluoromethyl)pyridin-3-yl]-N-[1-(pyridin-4-yl)cyclobutyl]-6,7-dihydrospiro[pyrazolo[5,1-c][1,4]oxazine-4,3'-pyrrolidine]-1'-carboxamide NC1=C(C=C(C=N1)C1=NN2C(=C1)C1(CN(CC1)C(=O)NC1(CCC1)C1=CC=NC=C1)OCC2)C(F)(F)F